FC(C1(CC1)C1=NN=C(O1)CC1CC2(CN(C2)C(=O)N2CC3(C2)CC(C3)N3N=C(N=C3)C(F)(F)F)C1)(F)F [6-[[5-[1-(trifluoromethyl)cyclopropyl]-1,3,4-oxadiazol-2-yl]methyl]-2-azaspiro[3.3]heptan-2-yl]-[6-[3-(trifluoromethyl)-1,2,4-triazol-1-yl]-2-azaspiro[3.3]heptan-2-yl]methanone